O1N=CC=C1CN1CC2C(C1)(CN(C2)C2=NC(=NC=C2)NC=2C=NN(C2)C)C 4-(5-(isoxazol-5-ylmethyl)-3a-methylhexahydropyrrolo[3,4-c]pyrrol-2(1H)-yl)-N-(1-methyl-1H-pyrazol-4-yl)pyrimidin-2-amine